6-bromo-3-fluoro-1H-pyrrolo[2,3-b]Pyridine BrC1=CC=C2C(=N1)NC=C2F